gamma-glycidoxypropyl-mercaptosilane C(C1CO1)OCCC[SiH2]S